N-(4-chlorophenyl)-2-[(2-tetrahydropyran-4-ylacetyl)amino]-5,6-dihydro-4H-cyclopenta[b]thiophene-3-carboxamide ClC1=CC=C(C=C1)NC(=O)C=1C2=C(SC1NC(CC1CCOCC1)=O)CCC2